CC=1C=NC=CC1CC=1N=C(N(C1)COCC[Si](C)(C)C)C=O (rac)-4-((3-methylpyridin-4-yl)methyl)-1-((2-(trimethylsilyl)ethoxy)methyl)-1H-imidazole-2-carbaldehyde